C(C)(C)(C)[C@@H]1CC=2C=C3C(=NC2CC1)SC(=N3)C(=O)N[C@H](CC[NH+]3CCC(CC3)O)C3=CC=C(C=C3)C=3C=NC(=CC3)O (7S)-7-tert-butyl-N-[(1R)-3-(4-hydroxypiperidin-1-ium-1-yl)-1-[4-(6-hydroxy-3-pyridyl)phenyl]propyl]-5,6,7,8-tetrahydrothiazolo[5,4-b]quinoline-2-carboxamide